(R)-4-(((4-oxochroman-7-yl)oxy)(3-phenylpyridin-4-yl)methyl)benzamide O=C1CCOC2=CC(=CC=C12)O[C@H](C1=CC=C(C(=O)N)C=C1)C1=C(C=NC=C1)C1=CC=CC=C1